C(CCCCCCCCC)(=O)OCCN(CCN(CC)CC)CCOC(OC(CCCCC(=O)OCC(CCCCC)CCCCC)CCCCCC)=O 2-pentylheptyl 6-(2-(decanoyloxy) ethyl)-3-ethyl-12-hexyl-10-oxo-9,11-dioxa-3,6-diazahexadecane-16-carboxylate